ClC=1C=C(C(=O)NC2CC23CCN(CC3)C(=O)OCC3=CC=CC=C3)C=C(C1)Cl benzyl 1-(3,5-dichlorobenzamido)-6-azaspiro[2.5]octane-6-carboxylate